N1(C=NC=C1)C1=NC(=NC=C1)C(=O)NC1CC(C1)C=1C=NC(=CC1)C(F)(F)F 4-(1H-imidazol-1-yl)-N-((1s,3s)-3-(6-(trifluoromethyl)pyridin-3-yl)cyclobutyl)pyrimidine-2-carboxamide